COC(=O)C1CC2=CC=CC=C2C1 2,3-dihydro-indene-2-carboxylic acid methyl ester